FC=1C=C(C(=O)NC)C=C(C1)C(C)N1C(C2=CC=C(C=C2C=C1)C=1C(=NOC1)C)=O 3-Fluoro-N-methyl-5-(1-(6-(3-methylisoxazol-4-yl)-1-oxoisoquinolin-2(1H)-yl)ethyl)benzamide